ClC=1C=C(C=CC1Cl)C1N(CCCCC1)C(CC1CCC(N1CC1=CC(=CC=C1)C(F)(F)F)=O)=O 5-[2-[2-(3,4-dichlorophenyl)azepan-1-yl]-2-oxoethyl]-1-[[3-(trifluoromethyl)phenyl]methyl]pyrrolidin-2-one